(2S)-4-(((S)-3-fluoro-2-methoxypropyl)(4-(5,6,7,8-tetrahydro-1,8-naphthyridin-2-yl)butyl)amino)-2-(2-(1-oxoisoquinolin-2(1H)-yl)propanamido)butanoic acid FC[C@H](CN(CC[C@@H](C(=O)O)NC(C(C)N1C(C2=CC=CC=C2C=C1)=O)=O)CCCCC1=NC=2NCCCC2C=C1)OC